C(C)(C)(C)OC(=O)N1C=C(C2=CC3=C(C=C12)OCO3)C([C@H]3N(CCC3)C)=O 3-(Methylprolyl)-5,6-methylenedioxy-1H-indole-1-carboxylic acid tert-butyl ester